C1(CC1)CN1N=CC2=CC(=CC=C12)[N+](=O)[O-] 1-(cyclopropylmethyl)-5-nitro-indazole